COC1=C(C(=O)NCC(F)(F)F)C(=CC(=C1)N1C=NC2=C1C=CC(=C2)C=2N(C=NC2)C)OC 2,6-dimethoxy-4-[5-(3-methylimidazol-4-yl)benzimidazol-1-yl]-N-(2,2,2-trifluoroethyl)benzamide